O=C(C(=O)OCC([C@H](C[C@H]1C(NCC1)=O)NC([C@H](CC(C)C)NC(=O)C=1NC2=CC=CC(=C2C1)OC)=O)=O)C1=CC=CC=C1 [(3S)-3-[[(2S)-2-[(4-methoxy-1H-indole-2-carbonyl)amino]-4-methyl-pentanoyl]amino]-2-oxo-4-[(3S)-2-oxopyrrolidin-3-yl]butyl] 2-oxo-2-phenyl-acetate